3-(1H-Indol-7-yl)-5-(phenylamino)pyridin N1C=CC2=CC=CC(=C12)C=1C=NC=C(C1)NC1=CC=CC=C1